BrC=1C=CC(=C(OCCOCCC2NCCC2C(=O)O)C1)C=1OC2=C(C=CC=C2C(C1)=O)Cl 2-[5-bromo-2-(8-chloro-4-oxo-chromen-2-yl)phenoxylethoxylethyl]pyrrolidine-3-carboxylic acid